FC1=CC=C2C[C@@H](C2=C1)NC(=NO)C1=NON=C1OC[C@@H]1N(CCC1)C(CO)=O N-[(7S)-4-Fluorobicyclo[4.2.0]octa-1,3,5-trien-7-yl]-N'-hydroxy-4-{[(2R)-1-(hydroxyacetyl)pyrrolidin-2-yl]methoxy}-1,2,5-oxadiazol-3-carboximidamid